ClC1=C(C=CC(=C1)Cl)NC1=NC=C(C(=N1)C(F)(F)F)C(=O)NCC1CCOCC1 2-((2,4-dichlorophenyl)amino)-N-((tetrahydro-2H-pyran-4-yl)methyl)-4-(trifluoromethyl)pyrimidine-5-carboxamide